C(=O)(OC(C)(C)C)N[C@H](CC(=O)O)CC1=CC=CC=C1 (S)-3-(BOC-amino)-4-phenylbutanoic acid